2-hydroxy-N-(isoquinolin-6-yl)-2-methylpropanamide OC(C(=O)NC=1C=C2C=CN=CC2=CC1)(C)C